C(C)N(C(=O)C=1C=NC2=C(C=CC(=C2C1)[N+](=O)[O-])O)CC N,N-diethyl-8-hydroxy-5-nitroquinoline-3-carboxamide